FC([C@H](C1=CN(C2=CC(=C(C=C12)F)C=1C(=NC=CC1C(F)(F)F)C)CC(C)(C)C)NS(=O)(=O)C1CC1)F N-((1S)-2,2-difluoro-1-(5-fluoro-6-(2-methyL-4-(trifluoromethyl)pyridin-3-yl)-1-neopentyl-1H-indol-3-yl)ethyl)cyclopropanesulfonamide